4-(1-aminoisoquinolin-5-yl)-3-(5-cyclopropyl-2-methylpyrazol-3-yl)oxybenzonitrile NC1=NC=CC2=C(C=CC=C12)C1=C(C=C(C#N)C=C1)OC=1N(N=C(C1)C1CC1)C